CC=1C(=CC2=CC(=C(C=C2C1)S)C)S 3,7-dimethyl-2,6-naphthalenedithiol